OC(CO[Ti])CCCCO (2,6-dihydroxyhexyloxy)titanium